1,4-Butylenglycol C(CCCO)O